C(C)(C)(C)N1CCN(CC1)C=1C=C(C=CC1)C1=NC(=CC(=C1O)C1=CC(=C(C=C1)N1C(CCC1)=O)Cl)C 1-(4-(2-(3-(4-(tert-butyl)piperazin-1-yl)phenyl)-3-hydroxy-6-methylpyridin-4-yl)-2-chlorophenyl)pyrrolidin-2-one